5-(2-chlorophenoxy)-3-((4-isopropylphenyl)amino)-4H-benzo[e][1,2,4]thiadiazine 1,1-dioxide ClC1=C(OC2=CC=CC3=C2NC(=NS3(=O)=O)NC3=CC=C(C=C3)C(C)C)C=CC=C1